(Z)-9-Dodecen CCCCCCCC\C=C/CC